ClC=1C(=NC=C(N1)N1CCC2(CCC[C@H]2N[C@H](C)C2=CC=C(C=C2)OC)CC1)C(=O)C1=CC(=NC=C1C)NCC1=CC=C(C=C1)OC (3-Chloro-5-((R)-1-((R)-1-(4-methoxyphenyl)ethylamino)-8-azaspiro[4.5]decan-8-yl)pyrazin-2-yl)(2-(4-methoxybenzylamino)-5-methylpyridin-4-yl)methanone